3-hydroxy-3-(2-oxo-2-(2-(trifluoromethyl)phenyl)ethyl)piperidine-1-carboxylic acid tert-butyl ester C(C)(C)(C)OC(=O)N1CC(CCC1)(CC(C1=C(C=CC=C1)C(F)(F)F)=O)O